2-[benzyl(2-hydroxyethyl)amino]-1-(5-fluoro-6-methyl-2-pyridyl)ethanol C(C1=CC=CC=C1)N(CC(O)C1=NC(=C(C=C1)F)C)CCO